isopropyl (S)-6-diazo-2-((S)-2-hydroxy-2-(5-methoxypyridin-2-yl)acetamido)-5-oxohexanoate [N+](=[N-])=CC(CC[C@@H](C(=O)OC(C)C)NC([C@H](C1=NC=C(C=C1)OC)O)=O)=O